N-((S)-(5-((R)-Cyclopropyl((R)-2-oxo-4-(trifluoromethyl)imidazolidin-1-yl)methyl)-4-fluorobenzo[d]oxazol-2-yl)(4,4-difluorocyclohexyl)methyl)-4-methyl-1,2,5-oxadiazole-3-carboxamide C1(CC1)[C@H](C=1C=CC2=C(N=C(O2)[C@@H](NC(=O)C2=NON=C2C)C2CCC(CC2)(F)F)C1F)N1C(N[C@H](C1)C(F)(F)F)=O